C(C)(C)(C)C1=NC(=NC=C1)S 4-(tert-butyl)pyrimidine-2-thiol